C1CC12CN(C2)C2=CC=C(C(=N2)Br)CN2N=NC(=C2)C(=O)OCC ethyl 1-[(6-{5-azaspiro[2.3]hex-5-yl}-2-bromopyridin-3-yl) methyl]-1H-1,2,3-triazole-4-carboxylate